3-(5-Bromopyridin-2-yl)-3,8-diazabicyclo[3.2.1]octane-8-carboxylic acid tert-butyl ester C(C)(C)(C)OC(=O)N1C2CN(CC1CC2)C2=NC=C(C=C2)Br